6-((Isobutylamino)methyl)-3-(3-(5-(4-methyl-4H-1,2,4-triazol-3-yl)spiro[2.3]hexan-5-yl)phenyl)-8-(trifluoromethyl)quinazolin-4(3H)-one C(C(C)C)NCC=1C=C2C(N(C=NC2=C(C1)C(F)(F)F)C1=CC(=CC=C1)C1(CC2(CC2)C1)C1=NN=CN1C)=O